5-Mercapto-1-(4-methoxybenzyl)tetrazole SC1=NN=NN1CC1=CC=C(C=C1)OC